Pentaerythritol OCC(CO)(CO)CO